ON=CC1CCC(CC1)C(=O)OCC1=CC=CC=C1 benzyl 4-((hydroxyimino)methyl)cyclohexanecarboxylate